9-bromo-10-(2,4-difluorophenyl)-2,3-dihydro-5H-[1,4]thiazino[2,3,4-ij]quinazoline-5,7(6H)-dione BrC=1C=C2C(NC(N3C2=C(C1C1=C(C=C(C=C1)F)F)SCC3)=O)=O